BrC=1C=C(C=CC1)N1C(N(CCC1)CC1CCN(CC1)C=1C=C2C(N(C(C2=CC1)=O)C1C(NC(CC1)=O)=O)=O)=O 5-(4-((3-(3-bromophenyl)-2-oxotetrahydropyrimidin-1(2H)-yl)methyl)piperidin-1-yl)-2-(2,6-dioxopiperidin-3-yl)isoindoline-1,3-dione